CC1=C(C=C(C=N1)NC(C=O)=O)C(F)(F)F N-(6-methyl-5-(trifluoromethyl)pyridin-3-yl)-2-oxoacetamide